6-Bromo-3-ethyl-7-fluoro-2-((R)-1-((S)-6-methyl-1,4-diazepan-1-yl)butyl)quinazolin-4(3H)-one BrC=1C=C2C(N(C(=NC2=CC1F)[C@@H](CCC)N1CCNC[C@@H](C1)C)CC)=O